3-Bromo-1H-indole-5-carbonitrile BrC1=CNC2=CC=C(C=C12)C#N